C(C)C1=CC=C(C=C1)S(=O)(=O)OC1=C(C=CC=C1)NC(NC1=C(C=CC=C1)OS(=O)(=O)C1=CC=C(C=C1)CC)=O bis-[2-(p-ethylphenylsulfonyloxy)phenyl]urea